indan-1-carboxylic acid (4-cyano-3-methyl-isothiazol-5-yl)-amide TFA salt OC(=O)C(F)(F)F.C(#N)C=1C(=NSC1NC(=O)C1CCC2=CC=CC=C12)C